NC1=C(C=C(C2=CC=CC=C12)S(=O)(=O)O)N=NC=1C=NC(=CC1)C1=C(C(=CC=C1)C)C 4-amino-3-[6-(2,3-dimethylphenyl)pyridin-3-ylazo]naphthalene-1-sulfonic acid